C1(=CC=CC=C1)C=1C(=NNC=CC1)C1=CC=CC=C1 diphenyl-diazepine